OC1(CC1)C1=CC(=CC=2N1N=C(C2)C)C(=O)OC methyl 7-(1-hydroxycyclopropyl)-2-methylpyrazolo[1,5-a]pyridine-5-carboxylate